CN1C=CC=2C1=NC=C(C2)C2=NN1C(N=CC=C1)=C2C(=O)OCC Ethyl 2-(1-methylpyrrolo[2,3-b]pyridin-5-yl)pyrazolo[1,5-a]pyrimidine-3-carboxylate